NC1=CC(=C(C=C1)B(O)O)CN(C)C 4-amino-2-(dimethylaminomethyl)phenylboronic acid